C(C=CCCCC)(=O)OC 2-Heptenoic acid, methyl ester